COC1=CC=C(CN(S(=O)(=O)[C@@H](C)[C@@H](CC=C)C)CC2=CC=C(C=C2)OC)C=C1 (2S,3R)-N,N-bis(4-methoxybenzyl)-3-methylhex-5-ene-2-sulfonamide